ClC1=CC(=CC2=C1N(C(N2C=2SC(=NN2)C(F)F)=O)C)S(=O)(=O)NC2(COC2)CF 7-chloro-3-(5-(difluoromethyl)-1,3,4-thiadiazol-2-yl)-N-(3-(fluoromethyl)oxetan-3-yl)-1-methyl-2-oxo-2,3-dihydro-1H-benzo[d]imidazole-5-sulfonamide